4-(4-cyano-2-methoxyphenyl)-2,8-dimethyl-5-oxo-1,4,5,6-tetrahydro-1,6-naphthyridine-3-carboxylic acid 2-cyanoethyl ester C(#N)CCOC(=O)C1=C(NC=2C(=CNC(C2C1C1=C(C=C(C=C1)C#N)OC)=O)C)C